(S)-3-amino-3-(6-methoxy-4'-(trifluoromethoxy)biphenyl-3-yl)propionic acid ethyl ester C(C)OC(C[C@@H](C=1C=C(C(=CC1)OC)C1=CC=C(C=C1)OC(F)(F)F)N)=O